4-(4-t-butyloxycarbonylamino-piperidin-1-yl)-(4-aminopiperidine-1-yl)pyridazine-3-amide C(C)(C)(C)OC(=O)NC1CCN(CC1)C1=C(N=NC=C1N1CCC(CC1)N)C(=O)N